COC(=O)C(CCCCCCC(=O)O)(C(CCCCCCC(=O)O)(C)C(=O)OC)C 8,9-bis(methoxycarbonyl)-8,9-dimethylhexadecanedioic acid